2-(2-Bromo-3-chloro-6-fluoro-phenyl)acetic acid BrC1=C(C(=CC=C1Cl)F)CC(=O)O